methyl 6-cyano-2-(2-fluoro-6-methoxyphenyl)nicotinate C(#N)C1=NC(=C(C(=O)OC)C=C1)C1=C(C=CC=C1OC)F